[N].[P].O1C=NC2=C1C=CC=C2 benzoxazole phosphorus nitrogen